(1-(5-acetamidopyrazin-2-yl)piperidin-4-yl)-N-(3-methyl-5-(trifluoromethyl)phenyl)acetamide C(C)(=O)NC=1N=CC(=NC1)N1CCC(CC1)CC(=O)NC1=CC(=CC(=C1)C(F)(F)F)C